(E)-5-formyl-N-(3-(1-(4-formyl-3-methoxybenzylidene)-2,3-dihydro-1H-inden-4-yl)-2-methylphenyl)-4-methoxymethylpyridineamide C(=O)C=1C(=CC(=NC1)C(=O)NC1=C(C(=CC=C1)C1=C2CC\C(\C2=CC=C1)=C/C1=CC(=C(C=C1)C=O)OC)C)COC